(S)-4-(4-hydroxy-3,3-dimethylbut-1-yn-1-yl)-7-isopropoxy-1-((5-oxopyrrolidin-2-yl)methoxy)isoquinoline-6-carboxamide OCC(C#CC1=CN=C(C2=CC(=C(C=C12)C(=O)N)OC(C)C)OC[C@H]1NC(CC1)=O)(C)C